(R)-2-((4-((1-(3-((6-aminohexyl)oxy)phenyl)ethyl)amino)-6-morpholinoquinazolin-8-yl)oxy)acetic acid NCCCCCCOC=1C=C(C=CC1)[C@@H](C)NC1=NC=NC2=C(C=C(C=C12)N1CCOCC1)OCC(=O)O